CN(C(CC1=CC=C(C=C1)NC=1N=CC2=C(N1)CNCC2)=O)C N,N-dimethyl-2-[4-({5H,6H,7H,8H-pyrido[3,4-d]pyrimidin-2-yl}amino)phenyl]acetamide